tert-butyl 1-((3-(((2R,7aR)-7a-(hydroxymethyl)hexahydro-1H-pyrrolizin-2-yl)oxy)-N-methylpropanamido)methyl)-3,8-diazabicyclo[3.2.1]octane-8-carboxylate OC[C@@]12CCCN2C[C@@H](C1)OCCC(=O)N(C)CC12CNCC(CC1)N2C(=O)OC(C)(C)C